2,2'-((oxybis(ethane-2,1-diyl))bis(oxy))bis(ethan-1-ol) O(CCOCCO)CCOCCO